C1(CC1)S(=O)(=O)N1CCC(CC1)NC1=NC=2C3=C(CCC2C=N1)N=NN3C(C)C N-(1-(cyclopropylsulfonyl)piperidin-4-yl)-1-isopropyl-4,5-dihydro-1H-[1,2,3]triazolo[4,5-h]quinazolin-8-amine